(13S)-13-methyl-19-(oxan-2-yl)-7,10,14-trioxa-5,19,20,23-tetraazatetracyclo[13.5.2.12,6.018,21]tricosa-1(20),2(23),3,5,15(22),16,18(21)-heptaene C[C@H]1CCOCCOC2=NC=CC(C3=NN(C=4C=CC(O1)=CC34)C3OCCCC3)=N2